5-(3-(4-(Prop-2-yn-1-yl)piperazin-1-yl)propoxy)-1H-indole C(C#C)N1CCN(CC1)CCCOC=1C=C2C=CNC2=CC1